8-bromo-2-(2-trimethylsilylethoxymethyl)isoquinolin-1-one BrC=1C=CC=C2C=CN(C(C12)=O)COCC[Si](C)(C)C